1-(4-((4'-(((3s,5r)-3,5-dimethylpiperazin-1-yl)methyl)-[1,1'-biphenyl]-4-yl)methyl)phenyl)-5-methyl-1H-1,2,4-triazole-3-carboxamide C[C@H]1CN(C[C@H](N1)C)CC1=CC=C(C=C1)C1=CC=C(C=C1)CC1=CC=C(C=C1)N1N=C(N=C1C)C(=O)N